6-((3S,4S)-4-amino-3-methyl-2-oxa-8-azaspiro[4.5]dec-8-yl)-3-(3,4-dichloro-2-Methyl-2H-indazol-5-yl)-1H-pyrazolo[3,4-d]pyrimidine-4-carbonitrile N[C@@H]1[C@@H](OCC12CCN(CC2)C2=NC(=C1C(=N2)NN=C1C1=C(C2=C(N(N=C2C=C1)C)Cl)Cl)C#N)C